carbon (isoprene) C=CC(C)=C.[C]